Ethyl 5-(((1R)-1-(2-(((tert-butoxycarbonyl)amino) methyl)-5-fluoro-2-(fluoromethyl)-2,3-dihydrobenzofuran-7-yl)ethyl)amino)pyrazolo[1,5-a]pyrimidine-3-carboxylate C(C)(C)(C)OC(=O)NCC1(OC2=C(C1)C=C(C=C2[C@@H](C)NC2=NC=1N(C=C2)N=CC1C(=O)OCC)F)CF